ClC1C=2N(C3=C(CC14OCCO4)C=CC=C3)C(=NN2)C2CCC(CC2)(C)OC chloro-1'-(trans-4-methoxy-4-methylcyclohexyl)-4'H,6'H-spiro[1,3-dioxolan-2,5'-[1,2,4]triazolo[4,3-a][1]benzazepine]